N-(3-(2-(methyl-(pentyl)amino)pyridin-4-yl)phenyl)cinnamamide CN(C1=NC=CC(=C1)C=1C=C(C=CC1)NC(C=CC1=CC=CC=C1)=O)CCCCC